NC1=CC(=NC(=N1)N(CC1=CC=C(C=C1)OC)CCC=C)C#N 6-amino-2-(but-3-en-1-yl(4-methoxybenzyl)amino)pyrimidine-4-carbonitrile